5-Bromo-pyridine-2-carbonitrile BrC=1C=CC(=NC1)C#N